CN(C)[C@H]1CCNC1 (S)-N,N-dimethylpyrrolidin-3-amine